1-(4-chloropyrimidin-5-yl)-3-[6-(7-methylspiro[2H-benzofuran-3,1'-cyclopropane]-4-yl)oxy-3-pyridyl]urea ClC1=NC=NC=C1NC(=O)NC=1C=NC(=CC1)OC1=CC=C(C2=C1C1(CC1)CO2)C